3-(5-(4-fluoro-6-methylisoindoline-2-carbonyl)-1-oxoisoindolin-2-yl)piperidine-2,6-dione FC1=C2CN(CC2=CC(=C1)C)C(=O)C=1C=C2CN(C(C2=CC1)=O)C1C(NC(CC1)=O)=O